C(C)N1CCN(CC1)C1=C(C=C(C=C1)C(=O)N1CCC(CC1)C1=CC=C(C=C1)OC=1N=NC(=CC1)C(F)(F)F)NS(=O)(=O)CC1=CC=CC=C1 N-(2-(4-ethylpiperazin-1-yl)-5-(4-(4-((6-(trifluoromethyl)pyridazin-3-yl)oxy)phenyl)piperidine-1-carbonyl)phenyl)-1-phenylmethanesulfonamide